diOxazolidinone O1ONC(C1)=O